1-(4-(2,6-dioxopiperidin-3-yl)-3,5-difluorophenyl)azetidin-3-yl bicyclo[2.2.2]octan-1-ylcarbamate C12(CCC(CC1)CC2)NC(OC2CN(C2)C2=CC(=C(C(=C2)F)C2C(NC(CC2)=O)=O)F)=O